5-(chloromethyl)-3-(3,5-dichlorobenzyl)-1,2,4-oxadiazole ClCC1=NC(=NO1)CC1=CC(=CC(=C1)Cl)Cl